C(C1=CC=CC=C1)O[C@H]1C[C@@H](N(C1)C(=O)OC(C)(C)C)COC1=C(C(=CC(=C1)C)O[C@@H](C(F)F)C)C(=O)OC tert-Butyl (2R,4S)-4-(benzyloxy)-2-((3-(((R)-1,1-difluoropropan-2-yl)oxy)-2-(methoxycarbonyl)-5-methylphenoxy)methyl)pyrrolidin-1-carboxylate